((4-(2,7-diazaspiro[3.5]non-2-yl)pyrimidin-5-yl)oxy)-5-fluoro-N-isopropyl-N-methylbenzamide hydrochloride Cl.C1N(CC12CCNCC2)C2=NC=NC=C2OC2=C(C(=O)N(C)C(C)C)C=C(C=C2)F